Cl.[Cl-].NC(C(C(C)(C)C)=O)C 4-amino-2,2-dimethylpentan-3-one chloride HCl